CO[Sn]1(OCCN(CC(O1)C)C)OC 2,2-dimethoxy-4,6-dimethyl-1,3,6,2-dioxazastannocane